C1(CCCCC1)NC1=C(C=NC=2N1N=C(C2)C2=CC=CC=C2)C(=O)NC 7-(cyclohexylamino)-N-methyl-2-phenylpyrazolo[1,5-a]pyrimidine-6-carboxamide